CC=1C(=NC=CN1)C1=CC=2C(N=C1)=NNC2 5-(3-methylpyrazin-2-yl)-2H-pyrazolo[3,4-b]pyridin